(7R,14R)-1-hydroxy-6-(methyl-d3)-11-(trifluoromethoxy)-6,7-dihydro-7,14-methanobenzo[f]benzo[4,5]imidazo[1,2-a][1,4]diazocin-5(14H)-one OC1=CC=CC=2C(N([C@H]3C=4N([C@@H](C21)C3)C3=C(N4)C=CC(=C3)OC(F)(F)F)C([2H])([2H])[2H])=O